FC=1C(=NC(=NC1)N[C@H]1C[C@H](CCC1)C(=O)O)C1=NC(=CC=C1)N1C(COCC1)=O cis-3-((5-fluoro-4-(6-(3-oxomorpholino)pyridin-2-yl)pyrimidin-2-yl)amino)cyclohexane-1-carboxylic acid